(S)-(1-(trans-4-aminocyclohexyl)propan-2-yl)carbamic acid benzyl ester p-toluenesulfonate CC1=CC=C(C=C1)S(=O)(=O)O.C(C1=CC=CC=C1)OC(N[C@H](C[C@@H]1CC[C@H](CC1)N)C)=O